(S)-N-(5-(2-amino-[1,2,4]triazolo[1,5-a]pyridin-6-yl)-2-methylphenyl)-3-(3-fluorophenyl)isoxazolidine-2-carboxamide NC1=NN2C(C=CC(=C2)C=2C=CC(=C(C2)NC(=O)N2OCC[C@H]2C2=CC(=CC=C2)F)C)=N1